tert-butyl 3-((1-((benzyloxy)carbonyl)piperidin-4-yl)methyl)-3,8-diazabicyclo[3.2.1]octane-8-carboxylate C(C1=CC=CC=C1)OC(=O)N1CCC(CC1)CN1CC2CCC(C1)N2C(=O)OC(C)(C)C